C(C)(C)(C)OC(NCCCCNC1=C(C=NC2=CC=CC=C12)N)=O 4-(3-aminoquinolin-4-ylamino)butylcarbamic acid tert-butyl ester